4-(3-pyrrolyl)butyric acid N1C=C(C=C1)CCCC(=O)O